N1=C(C=CC=C1)SSCCNC(OC(C)(C)C)=O tert-butyl (2-(pyridin-2-yldisulfaneyl)ethyl)carbamate